C(CC(CCCCCCCCCCCCCCCCCCCCC)O)O tetracosan-1,3-diol